CC1=NOC(=C1C=1C=CC(=C(C1)N(C1=CC=C(C=C1)C1(CC1)C#N)CCCCO)C)C 1-(4-((5-(3,5-dimethylisoxazol-4-yl)-2-methylphenyl)(4-hydroxybutyl)amino)phenyl)cyclopropanecarbonitrile